C(#N)N1C[C@]2(CCC2C1)NC(=O)C=1SC(=CN1)C1=C(C=NC=C1)NC1=CC=C(C=C1)F N-((1R)-3-Cyano-3-azabicyclo[3.2.0]heptan-1-yl)-5-(3-((4-fluorophenyl)amino)pyridin-4-yl)thiazol-2-carboxamid